C(#N)C1=CC=C(C=C1)C1CCN(CC1)C(=O)OC(C1=C(C=C(C=C1)CC)CC)=O (4-(4-cyanophenyl) piperidine-1-carbonyl)-2,4-diethylbenzoate